FC1=CC=C(C(=O)N2[C@@H](C=3N(CC2)C(=NC3N3C[C@H](CC3=O)CS(=O)(=O)[O-])C3=NC(=NS3)C)C)C=C1 (S)-1-((R)-7-(4-fluorobenzoyl)-8-methyl-3-(3-methyl-1,2,4-thiadiazol-5-yl)-5,6,7,8-Tetrahydroimidazo[1,5-a]pyrazin-1-yl)-5-oxopyrrolidine-3-methanesulfonate